1-(11Z-docosenoyl)-2-(13Z,16Z-docosadienoyl)-glycero-3-phosphocholine CCCCCCCCCC/C=C\CCCCCCCCCC(=O)OC[C@H](COP(=O)([O-])OCC[N+](C)(C)C)OC(=O)CCCCCCCCCCC/C=C\C/C=C\CCCCC